CC(C)(S(=O)NCC1=NC=CC(=C1)C1=CC2=C(OC=C2COC2=C(C=CC=C2)CC(=O)OCC)C2=C1OC=C2)C ethyl 2-(2-((5-(2-((1,1-dimethylethylsulfinamido)methyl)pyridin-4-yl)benzo[1,2-b:3,4-b']difuran-3-yl)methoxy)phenyl)acetate